C(=O)(O)C(O)C(O)C(=O)O.C(C)OC([C@@H](NC1=CC=C(C=C1)S(=O)(=O)C)CO)=O (2S,3R)-p-methylsulfonylphenylserine ethyl ester tartrate